CN(C)CC1(CC1)COC=1N=C(C2=C(N1)C(=C(N=C2)C2=CC(=CC1=CC=CC(=C21)C#C)O)F)N2C[C@@](CCC2)(O)C (R)-1-(2-((1-((dimethylamino)methyl)cyclopropyl)methoxy)-7-(8-ethynyl-3-hydroxynaphthalen-1-yl)-8-fluoropyrido[4,3-d]pyrimidin-4-yl)-3-methylpiperidin-3-ol